6-bromo-3-(4-chloro-phenyl)-2-(5-chloro-pyridin-2-ylmethyl)-3-(3-hydroxy-cyclopentyloxy)-2,3-dihydro-isoindol-1-one BrC1=CC=C2C(N(C(C2=C1)=O)CC1=NC=C(C=C1)Cl)(OC1CC(CC1)O)C1=CC=C(C=C1)Cl